(S)-4-fluoro-1-(2-fluorobenzyl)-N-(5-methyl-6-oxo-6,7,8,9-tetrahydro-5H-pyrazino[2,3-b]azepin-7-yl)-1H-pyrazole-3-carboxamide FC=1C(=NN(C1)CC1=C(C=CC=C1)F)C(=O)N[C@H]1CCC2=C(N(C1=O)C)N=CC=N2